BrC1=CN2C3=C(N(C(C3=C1)=O)C1C(NC(CC1)=O)=O)C=N2 3-(6-bromo-1-oxo-2,4,4a-triazacyclopenta[cd]inden-2(1H)-yl)piperidine-2,6-dione